CNC(C1=C(C=CC=C1)SC=1C=C2C=NN(C2=CC1)C1=NC=C(C=C1)OCCN1CCCC1)=O N-methyl-2-[(1-{5-[2-(pyrrolidin-1-yl)ethoxy]pyridin-2-yl}-1H-indazol-5-yl)thio]benzamide